NC1=NC(=NC(=C1NC(=O)C1(CC1)C(F)(F)F)N)C1=NN(C2=NC=C(C=C21)F)CC2=C(C=CC=C2)F N-(4,6-diamino-2-(5-fluoro-1-(2-fluorobenzyl)-1H-pyrazolo[3,4-b]pyridin-3-yl)pyrimidin-5-yl)-1-(trifluoromethyl)cyclopropane-1-carboxamide